(R)-5-(3-(Cyclopropylmethyl)-2-methyl-3H-imidazo[4,5-b]pyridin-5-yl)-N-(3,3-difluoro-1-methylpiperidin-4-yl)pyrrolo[2,1-f][1,2,4]triazin-2-amine C1(CC1)CN1C(=NC=2C1=NC(=CC2)C=2C=CN1N=C(N=CC12)N[C@H]1C(CN(CC1)C)(F)F)C